C(C)OC(C1=CC=C(C=C1)C1=NC=C(C=C1)C1=CC=C(C(=O)OCC)C=C1)=O 4,4'-(Pyridine-2,5-diyl)dibenzoic acid diethyl ester